(Z)-4-(benzyloxy)-N-hydroxybutcarbonimidoyl chloride C(C1=CC=CC=C1)OCCCC/C(=N/O)/Cl